ClC1=C(C=CC=C1)C=1N(C(=C(N1)C1=CC=C(C=C1)OC)C1=CC=C(C=C1)OC)C1(N=C(C(=N1)C1=CC=C(C=C1)OC)C1=CC=C(C=C1)OC)C1=C(C=CC=C1)Cl 2,2'-bis(2-chlorophenyl)-4,4',5,5'-tetra(4-methoxyphenyl)-1,2'-biimidazole